5-oxo-4,5,6,7-tetrahydrothieno[3,2-b]pyridine-2-carboxylic acid methyl ester COC(=O)C1=CC=2NC(CCC2S1)=O